N1(N=CC=C1)C=1C=CC(=NC1)C(=O)[O-] 5-(1H-pyrazol-1-yl)pyridine-2-carboxylate